naphthalene-1,5-dicarboxylic bromide C1(=CC=CC=2C(=CC=CC12)C(=O)Br)C(=O)Br